CS(=O)(=O)/C=C/[C@H](C)NC(=O)N1C(CC(CC1)=CC(F)(F)F)C1=CC=CC=C1 N-((S,E)-4-(methylsulfonyl)but-3-en-2-yl)-2-phenyl-4-(2,2,2-trifluoroethylidene)piperidine-1-carboxamide